COC1=C(C=CC(=C1)C)C1=CN=C2SC(=NN21)N2CCC1(CN=C(O1)N)CC2 8-(5-(2-methoxy-4-methylphenyl)imidazo[2,1-b][1,3,4]thiadiazol-2-yl)-1-oxa-3,8-diazaspiro[4.5]dec-2-en-2-amine